COC=1C=C(CN2C(NC(C=C2)=O)=O)C=C(C1)OC 1-(3,5-dimethoxybenzyl)pyrimidine-2,4(1H,3H)-dione